Methyl (2S,4R)-4-(difluoromethoxy)-1-((2-fluorophenoxathiine-3-carbonyl) glycyl)pyrrolidine-2-carboxylate FC(O[C@@H]1C[C@H](N(C1)C(CNC(=O)C=1C(=CC=2SC3=CC=CC=C3OC2C1)F)=O)C(=O)OC)F